2-((4-bromo-2,6-difluorobenzyl)(7-methoxy-3-nitro-1,8-naphthyridin-4-yl)amino)ethane BrC1=CC(=C(CN(CC)C2=C(C=NC3=NC(=CC=C23)OC)[N+](=O)[O-])C(=C1)F)F